4-(4-((1R,5S)-3,8-diazabicyclo[3.2.1]octan-3-yl)-8-fluoro-2-((4-(hydroxymethyl)tetrahydro-2H-pyran-4-yl)methoxy)quinazolin-7-yl)naphthalen-2-ol [C@H]12CN(C[C@H](CC1)N2)C2=NC(=NC1=C(C(=CC=C21)C2=CC(=CC1=CC=CC=C21)O)F)OCC2(CCOCC2)CO